tert-butyl-4-(4-(6-amino-5-(5-(pyrazin-2-yl)-1,3,4-oxadiazol-2-yl)pyridin-3-yl)-1H-pyrazol-1-yl)piperidine-1-carboxylate C(C)(C)(C)OC(=O)N1CCC(CC1)N1N=CC(=C1)C=1C=NC(=C(C1)C=1OC(=NN1)C1=NC=CN=C1)N